BrC=1C=C2C=NNC2=C(C1)F 5-Bromo-7-fluoroindazole